2-Ethylsulfanyl-N-[(3-fluorophenyl)-methyl]-6-[(2R)-2-(methoxymethyl)-morpholin-4-yl]-4-methyl-pyridine-3-carboxylic acid amide C(C)SC1=NC(=CC(=C1C(=O)NCC1=CC(=CC=C1)F)C)N1C[C@@H](OCC1)COC